ClC1=CC=C(C=C1)C1=NN(C[C@@H]1C1=CC=CC=C1)/C(/NC[C@H](C(C)C)NS(N)(=O)=O)=N/S(=O)(=O)C1=CC=C(C=C1)C(F)(F)F (S,E)-3-(4-chlorophenyl)-N-((S)-3-methyl-2-(sulfamoylamino)butyl)-4-phenyl-N'-((4-(trifluoromethyl)phenyl)sulfonyl)-4,5-dihydro-1H-pyrazole-1-carboximidamide